2-chloro-6,7-dihydrospiro[cyclopenta[e]pyrazolo[1,5-a]pyrimidine-8,1'-cyclopropane]-6-carbonitrile ClC1=NN2C(N=CC3=C2C2(CC2)CC3C#N)=C1